(9Z,12R)-12-hydroxyl-9-octadecenoic acid zinc salt [Zn+2].O[C@@H](C\C=C/CCCCCCCC(=O)[O-])CCCCCC.O[C@@H](C\C=C/CCCCCCCC(=O)[O-])CCCCCC